[NH4+].[NH4+].[N+](=[N-])(C1SC2=C(N1CC)C=CC(=C2)S(=O)(=O)[O-])C2SC1=C(N2CC)C=CC(=C1)S(=O)(=O)[O-] 2,2'-diazobis(3-ethylbenzothiazoline-6-sulfonic acid) diammonium salt